bromodiazirine BrC1=NN1